C(C)O[Nb](OCC)(OCC)(OCC)OCC Pentaethoxyniobium(V)